NCC1CC(CC(C1)CN)CN 1,3,5-tris(aminomethyl)-cyclohexane